C(C)(C)(C)C1=CC(=C(C=C1)C=1C=C2CCN(C(C2=CC1)=O)C=1C=CC(=C(C1)NS(=O)(=O)C)O)N1C[C@@H](O[C@@H](C1)C)C N-(5-(6-(4-(tert-butyl)-2-((2S,6R)-2,6-dimethylmorpholino)phenyl)-1-oxo-3,4-dihydroisoquinolin-2(1H)-yl)-2-hydroxyphenyl)methanesulfonamide